N(N)C1=CC=C(C=N1)C=1SC=C(N1)C1=CC=CC=C1 2-(6-hydrazineylpyridin-3-yl)-4-phenylthiazole